BrCCOC1=CC=C(C=C1)C(C=CC1=C(C=CC=C1)C(C)C)=O 4-(2-bromoethoxy)phenyl-3-(isopropylphenyl)-2-propen-1-one